O[C@H]1CC(N(CC1)C1=NN(C(=C1)C)C1CC2(CN(C2)C(=O)OC(C)(C)C)C1)(C)C |r| Tert-butyl (R) and (S)-6-(3-(4-hydroxy-2,2-dimethylpiperidin-1-yl)-5-methyl-1H-pyrazol-1-yl)-2-azaspiro[3.3]heptane-2-carboxylate